[N-](S(=O)(=O)C(F)(F)F)S(=O)(=O)C(F)(F)F Bis(trifluoromethane)sulfonimide